ClC1=C2C=C(NC2=CC=C1)C(=O)N[C@H](C(=O)N[C@H](C(=O)OC)C[C@H]1C(NCC1)=O)CC1CC1 methyl (2S)-2-[[(2S)-2-[(4-chloro-1H-indole-2-carbonyl)amino]-3-cyclopropyl-propanoyl]amino]-3-[(3S)-2-oxopyrrolidin-3-yl]propanoate